CC1=C(C=C(C(=O)Cl)C=C1)C=1SC=2N=CN=C(C2N1)SC 4-methyl-3-(7-(methylthio)thiazolo[5,4-d]pyrimidin-2-yl)benzoyl chloride